(S)-4-(2,2-difluoro-7-((5-methoxy-7-methyl-1H-indol-4-yl)methyl)-7-azaspiro[3.5]non-6-yl)benzoic acid FC1(CC2(C1)C[C@H](N(CC2)CC2=C1C=CNC1=C(C=C2OC)C)C2=CC=C(C(=O)O)C=C2)F